tert-butyl (6-chloro-1-((2R,3R,4S,5R)-3,4-dihydroxy-5-(hydroxymethyl)tetrahydrofuran-2-yl)-1H-pyrazolo[3,4-d]pyrimidin-4-yl)(cyclopentyl)carbamate ClC1=NC(=C2C(=N1)N(N=C2)[C@@H]2O[C@@H]([C@H]([C@H]2O)O)CO)N(C(OC(C)(C)C)=O)C2CCCC2